ClC=1C=C(C=C(C1OC=1C=C2CCN(C(C2=CC1)=O)CC1=CC=C(C=C1)C(F)(F)F)Cl)N1N=CC(NC1=O)=O (3,5-dichloro-4-((1-oxo-2-(4-(trifluoromethyl)benzyl)-1,2,3,4-tetrahydroisoquinolin-6-yl)oxy)phenyl)-1,2,4-triazine-3,5(2H,4H)-dione